4-(benzyloxy)-1-hydroxycyclohexane-1-carboxylic acid C(C1=CC=CC=C1)OC1CCC(CC1)(C(=O)O)O